methyl 1-((1,4-dimethyl-1H-benzo[d][1,2,3]triazol-5-yl) (3-(((4-methoxybenzyl)oxy)methyl)-4-methylphenyl)methyl)cyclopentane-1-carboxylate CN1N=NC2=C1C=CC(=C2C)C(C2(CCCC2)C(=O)OC)C2=CC(=C(C=C2)C)COCC2=CC=C(C=C2)OC